C(#N)C(=C(C#N)C#N)C#N Tetracyano-ethylene